4-(4-((5-(1,6-dimethyl-1H-pyrazolo[3,4-b]pyridin-4-yl)-3-methyl-4,5,6,7-tetrahydro-1H-pyrazolo[4,3-c]pyridin-1-yl)methyl)bicyclo[2.2.2]oct-1-yl)-1-methylpiperazin-2-one CN1N=CC=2C1=NC(=CC2N2CC1=C(CC2)N(N=C1C)CC12CCC(CC1)(CC2)N2CC(N(CC2)C)=O)C